CC(C(CCC=1N=NN(C1)[C@H](C(=O)N1[C@@H](C[C@H](C1)O)C(=O)NC)C(C)(C)C)=O)(C)C (2S,4r)-1-[(2S)-2-[4-(4,4-dimethyl-3-oxo-pentyl)triazol-1-yl]-3,3-dimethyl-butyryl]-4-hydroxy-N-methyl-pyrrolidine-2-carboxamide